C(C)OC(=O)C1(CC1)C(=O)N1CCN(CC1)C(=O)OC(C)(C)C tert-butyl 4-(1-(ethoxycarbonyl)cyclopropanecarbonyl)piperazine-1-carboxylate